CC1=C(C(=CC(=C1)N)C)N 2,6-dimethylbenzene-1,4-diamine